3'-(pyridin-4-yl)-[1,1':2',1''-terphenyl]-4'-carbonitrile N1=CC=C(C=C1)C1=C(C(=CC=C1C#N)C1=CC=CC=C1)C1=CC=CC=C1